ClC=1C=C2C(=CC1)NC(C21CCN(CC1)CCOC1=CC=C(C=C1)S(=O)(=O)CCCS(=O)(=O)C)=O 5-chloro-1'-{2-[4-(3-methanesulfonylpropanesulfonyl)phenoxy]ethyl}-1,2-dihydrospiro[indole-3,4'-piperidin]-2-one